3-(thiophen-3-yl)benzenesulfonamide S1C=C(C=C1)C=1C=C(C=CC1)S(=O)(=O)N